C(C)N1N=C(C(=C1)C1=C(C=CC=C1)[C@H]1C2=C(CN(C1)C(\C=C\[C@@H]1N(CCC1)C)=O)SC(=C2)C#N)C(F)(F)F (S)-4-(2-(1-Ethyl-3-(trifluoromethyl)-1H-pyrazol-4-yl)phenyl)-6-((E)-3-((R)-1-methylpyrrolidin-2-yl)acryloyl)-4,5,6,7-tetrahydrothieno[2,3-c]pyridine-2-carbonitrile